ammonia sulfate nitrate [N+](=O)(O)[O-].S(=O)(=O)(O)O.N